ClC1=C2C(=NN(C2=C(C=C1)N1C(=NC2=CC(=CC(=C2C1=O)OC)OC)[C@H](CC1=CC(=CC(=C1)F)F)NC(OC(C)(C)C)=O)C)N(S(=O)(=O)C)CC1=CC=C(C=C1)OC tert-butyl (S)-(1-(3-(4-chloro-3-(N-(4-methoxybenzyl)methylsulfonamido)-1-methyl-1H-indazol-7-yl)-5,7-dimethoxy-4-oxo-3,4-dihydroquinazolin-2-yl)-2-(3,5-difluorophenyl)ethyl)carbamate